ClC=1C=C(C(=O)NCC2=NC=C3C=CC(=NC3=C2)C2=NC(=CC=C2)N2C[C@@H](O[C@@H](C2)C)C)C=C(C1)S(=O)(=O)CCO 3-chloro-N-((2-(6-((cis)-2,6-dimethylmorpholino)pyridin-2-yl)-1,6-naphthyridin-7-yl)methyl)-5-((2-hydroxyethyl)sulfonyl)benzamide